ONC(=O)C1=CC=C(C=C1)CN1N=C(N=N1)C1=CC=C(C=N1)C(=O)O 6-[2-[[4-(hydroxycarbamoyl)phenyl]methyl]tetrazol-5-yl]pyridine-3-carboxylic acid